2-(6-(benzylthio)-1-bromoimidazo[1,5-a]pyridin-3-yl)-5-(difluoromethyl)-1,3,4-thiadiazole C(C1=CC=CC=C1)SC=1C=CC=2N(C1)C(=NC2Br)C=2SC(=NN2)C(F)F